butyl 2-(4-(3-(2-(2,6-dioxopiperidin-3-yl)-1-oxoisoindolin-4-yl)propyl)piperazin-1-yl)acetate O=C1NC(CCC1N1C(C2=CC=CC(=C2C1)CCCN1CCN(CC1)CC(=O)OCCCC)=O)=O